N-decanoyl-threonine C(CCCCCCCCC)(=O)N[C@@H]([C@H](O)C)C(=O)O